(S)-S-(2-((tert-Butyldimethylsilyl)oxy)propyl) ethanethioate C(C)(SC[C@H](C)O[Si](C)(C)C(C)(C)C)=O